BrC=1C=C(C(=NC1)C=O)C(F)(F)F 5-bromo-3-(trifluoromethyl)pyridinecarbaldehyde